6-[2-(methoxymethoxy)phenyl]-4-[1-(1-[4-[(piperazin-1-yl)methyl]phenyl]ethyl)-1H-pyrazol-4-yl]pyridazin-3-amine COCOC1=C(C=CC=C1)C1=CC(=C(N=N1)N)C=1C=NN(C1)C(C)C1=CC=C(C=C1)CN1CCNCC1